NC([C@H](CNC(C1=CC=C(C=C1)O[C@@H](CC1CCCCC1)C1=CC=C(C=C1)C1=CC=C(C=C1)C(F)(F)F)=O)O)=O N-((S)-3-Amino-2-hydroxy-3-oxopropyl)-4-((S)-2-cyclohexyl-1-(4'-(trifluoromethyl)-[1,1'-biphenyl]-4-yl)ethoxy)benzamide